CC(C[Mg]Cl)CCCC(=C)C 2,6-dimethyl-6-heptenyl-magnesium chloride